6-(2-chlorophenyl)-8-methyl-2-((4-(4-methylpiperazin-1-yl)butyl)amino)-5-vinylpyrido[2,3-d]pyrimidin-7(8H)-one ClC1=C(C=CC=C1)C1=C(C2=C(N=C(N=C2)NCCCCN2CCN(CC2)C)N(C1=O)C)C=C